[2,6-dimethoxy-4-[5-(1-methylpyrazol-4-yl)benzimidazol-1-yl]phenyl]-(3-ethynyl-3-hydroxy-azetidin-1-yl)methanone COC1=C(C(=CC(=C1)N1C=NC2=C1C=CC(=C2)C=2C=NN(C2)C)OC)C(=O)N2CC(C2)(O)C#C